acryloyloxypropylphosphonic acid C(C=C)(=O)OCCCP(O)(O)=O